ClC=1C=C(C=CC1F)NC(=O)C1=C(N=CN1C)C1CC2CC(CC2C1)(C=1C(=NN(C1)C)C(F)(F)F)O N-(3-chloro-4-fluorophenyl)-4-(5-hydroxy-5-(1-methyl-3-(trifluoromethyl)-1H-pyrazol-4-yl)octahydropentalen-2-yl)-1-methyl-1H-imidazole-5-carboxamide